[Si](C)(C)(C(C)(C)C)OCC(C)(C)[15N]=C(C1=CC=CC=C1)C1=CC=CC=C1 N-(1-((tert-butyldimethylsilyl)oxy)-2-methylpropan-2-yl)-1,1-diphenylmethanimine-15N